6-bromo-N-[1-[2-(5-bromo-2-pyridyl)-1,2,4-triazol-3-yl]ethyl]-8-(trifluoromethyl)-[1,2,4]triazolo[4,3-a]pyridin-3-amine BrC=1C=C(C=2N(C1)C(=NN2)NC(C)C=2N(N=CN2)C2=NC=C(C=C2)Br)C(F)(F)F